(S)-3-(1-isopropyl-3-(trifluoromethyl)-1H-pyrazol-5-yl)-2-methylpropan-1-ol C(C)(C)N1N=C(C=C1C[C@@H](CO)C)C(F)(F)F